ClC1=CC=C(C=C1)N1C(=NN=C1CSC)[C@@H]1CC[C@H](CC1)OC1=NC=CC=C1 trans-2-[4-[4-(4-Chlorophenyl)-5-(methylsulfanylmethyl)-1,2,4-triazol-3-yl]cyclohexyl]oxypyridin